C(CC1=C(C(=CC(=C1)C(C)(C)C)C(C)(C)C)O)C1=C(C(=CC(=C1)C(C)(C)C)C(C)(C)C)O 2,2'-ethylene-bis[4,6-di-t-butylphenol]